C[C@H]([C@@H](C(=O)N[C@@H]([C@@H](C)O)C(=O)NC(CC(C)C)C(=O)C1(CO1)CO)NC(=O)[C@@H](C)C(=O)N)O The molecule is an epoxide that is oxiran-2-ylmethanol which is acylated at position 2 by an N-[(2S)-3-amino-2-methyl-3-oxopropanoyl]-L-threonyl-L-threonylleucinyl group. It is a proteasome inhibitor isolated from Streptomyces sp. TC 1087. It has a role as an antimicrobial agent, a proteasome inhibitor and a bacterial metabolite. It is an epoxide, a ketone, a primary alcohol, a secondary alcohol and a dicarboxylic acid diamide.